2-(3-cyanopyrazin-2-yl)cyclopropane-1-carboxylate C(#N)C=1C(=NC=CN1)C1C(C1)C(=O)[O-]